6-bromo-3-iodo-2-methyl-4-phenylmethoxyindazole BrC=1C=C(C2=C(N(N=C2C1)C)I)OCC1=CC=CC=C1